N-[4-[[3-(3-chloro-4-methoxy-phenyl)imidazo[1,2-a]pyrazin-8-yl]amino]-2-methyl-phenyl]acetamide ClC=1C=C(C=CC1OC)C1=CN=C2N1C=CN=C2NC2=CC(=C(C=C2)NC(C)=O)C